ClC=1C=C2C(=C(C=NC2=CC1)S(=O)(=O)N1CCS(CC1)(=O)=O)O 6-chloro-3-[(1,1-dioxo-1,4-thiazinan-4-yl)sulfonyl]quinolin-4-ol